ClC=1C=C(C=CC1)C=CC(=O)C1=CC=C(C=C1)O 3-(3-Chlorophenyl)-1-(4-hydroxyphenyl)prop-2-en-1-one